COC=1C=C2C(=CC=NC2=CC1OC)OC1=CC=C(C=C1)NC(=O)C1(CC1)C(=O)NC1=CC(=CC=C1)CN1CCCC1 N-(4-{[6,7-bis(methyloxy)quinolin-4-yl]oxy}phenyl)-N'-[3-(pyrrolidin-1-ylmethyl)phenyl]cyclopropane-1,1-dicarboxamide